NC=1C=C(C[S@](=O)(C)=NC(OC(C)(C)C)=O)C=C(C1)OCCCCCOC1=C(C=CC(=C1)C1=NC(=NC=C1F)Cl)F |r| (rac)-tert-butyl {[3-amino-5-({5-[5-(2-chloro-5-fluoropyrimidin-4-yl)-2-fluorophenoxy]pentyl}oxy)benzyl](methyl)oxido-λ6-sulfanylidene}carbamate